4,6-bis(9H-carbazol-9-yl)isophthalonitrile C1=CC=CC=2C3=CC=CC=C3N(C12)C1=C(C=C(C#N)C(=C1)N1C2=CC=CC=C2C=2C=CC=CC12)C#N